2-(pyridine-2-yl)cyclohexane N1=C(C=CC=C1)C1CCCCC1